CN(C1=CC(=NC=C1)N1N=CC(=C1)S(=O)(=O)NC=1C=CC=C2C=NN(C12)C)C 1-(4-(DIMETHYLAMINO)PYRIDIN-2-YL)-N-(1-METHYL-1H-INDAZOL-7-YL)-1H-PYRAZOLE-4-SULFONAMIDE